N=1C=CN2C1C1=C(CCC2)C=CN=C1 6,7-Dihydro-5H-imidazo[1,2-a]pyrido[3,4-c]azepine